5-methyl-1-(1-((4'-(4-methylpiperazine-1-carbonyl)-[1,1'-biphenyl]-4-yl)methyl)-1H-indol-5-yl)-1H-pyrazole-3-carboxamide CC1=CC(=NN1C=1C=C2C=CN(C2=CC1)CC1=CC=C(C=C1)C1=CC=C(C=C1)C(=O)N1CCN(CC1)C)C(=O)N